n-Butenen C=CC=C